tert-butyl (S,E)-(((tert-butoxycarbonyl)amino)(2-(3-(4-(2-(cyclohex-1-en-1-yl)ethyl)-3-(trifluoromethyl)phenyl)-1,2,4-oxadiazol-5-yl)pyrrolidin-1-yl)methylene)carbamate C(C)(C)(C)OC(=O)N/C(/N1[C@@H](CCC1)C1=NC(=NO1)C1=CC(=C(C=C1)CCC1=CCCCC1)C(F)(F)F)=N\C(OC(C)(C)C)=O